CN([C@]1(CN(CC1)C1=NN(C2=C1C=NC(=C2)NC(C)=O)C2=NC(=CN=C2)C(C)(C)F)C)C (R)-N-(3-(3-(dimethylamino)-3-methylpyrrolidin-1-yl)-1-(6-(2-fluoroprop-2-yl)pyrazin-2-yl)-1H-pyrazolo[4,3-c]pyridin-6-yl)acetamide